2-phenylethyl-2,3,4,5-tetrahydro-1H-pyrido[4,3-b]indole hydrochloride Cl.C1(=CC=CC=C1)CCC1NCCC=2NC=3C=CC=CC3C21